4-(4-{[trans-4-{[4-(pentafluoro-λ6-sulfanyl)phenyl]Amino}cyclohexyl]sulfonyl}phenyl)pyridine-2-carboxamide FS(C1=CC=C(C=C1)N[C@@H]1CC[C@H](CC1)S(=O)(=O)C1=CC=C(C=C1)C1=CC(=NC=C1)C(=O)N)(F)(F)(F)F